4-amino-N'-(tert-butyldimethylsilyl)-N-ethylbenzenesulfonimidamide NC1=CC=C(C=C1)S(=O)(NCC)=N[Si](C)(C)C(C)(C)C